C1(CCC1)NC1=NC=C(C(=N1)N[C@H]1C[C@H]([C@@H](CC1)C)O)C(=O)N 2-(cyclobutylamino)-4-((1R,3R,4R)-3-hydroxy-4-methylcyclohexylamino)pyrimidine-5-carboxamide